COC(C(=CC1=CC=CC=C1)C=1N=NN(C1)CC1=CC(=CC=C1)[N+](=O)[O-])=O (1-(3-nitrobenzyl)-1H-1,2,3-triazol-4-yl)cinnamic acid methyl ester